FC1=C(C=C2C(=NNC2=C1)C)C(=O)NC=1C=C2C(=NC1)C=C(N2)CN2[C@H](CCC2)C 6-fluoro-3-methyl-N-(2-[[(2S)-2-methylpyrrolidin-1-yl]methyl]-1H-pyrrolo[3,2-b]pyridin-6-yl)-1H-indazole-5-carboxamide